3-(4-diethylaminophenyl)-phthalide C(C)N(C1=CC=C(C=C1)C1OC(=O)C2=CC=CC=C12)CC